(2-amino-3-(3-((6-(piperidin-1-yl)pyridin-3-yl)methyl)isoxazol-5-yl)pyridin-1-ium-1-yl)methyl hydrogen phosphate P(=O)(OC[N+]1=C(C(=CC=C1)C1=CC(=NO1)CC=1C=NC(=CC1)N1CCCCC1)N)(O)[O-]